4-(difluoromethoxy)-3-fluoro-N-((6-methoxy-1,2-dimethyl-1H-benzimidazol-7-yl)methyl)benzamide FC(OC1=C(C=C(C(=O)NCC2=C(C=CC3=C2N(C(=N3)C)C)OC)C=C1)F)F